ClC=1C=C(C=CC1Cl)N1C(C2(CC2)C(N1C1=CC(=C(C=C1)Cl)Cl)=O)=O 5,6-bis(3,4-dichlorophenyl)-5,6-diazaspiro[2.4]heptane-4,7-dione